tert-butyl (S)-6-diazo-2-((S)-2-(2-(dimethylamino)acetamido) propanamido)-5-oxohexanoate [N+](=[N-])=CC(CC[C@@H](C(=O)OC(C)(C)C)NC([C@H](C)NC(CN(C)C)=O)=O)=O